{(4E)-4-[3-(3-chlorophenyl)prop-2-yn-1-ylidene]-3,3-dimethylpiperidin-1-yl}(4,5-dimethylfuran-2-yl)methanone ClC=1C=C(C=CC1)C#C\C=C/1\C(CN(CC1)C(=O)C=1OC(=C(C1)C)C)(C)C